2-[[(1R)-1-(3,6-Dimethyl-4-oxo-2-phenyl-chromen-8-yl)ethyl]amino]-6-fluoro-benzoic acid CC1=C(OC2=C(C=C(C=C2C1=O)C)[C@@H](C)NC1=C(C(=O)O)C(=CC=C1)F)C1=CC=CC=C1